5-(4-(1H-pyrazol-1-yl)benzyl)-N-((1S,2S)-2-hydroxycyclopentyl)-4-oxo-4,5-dihydrofuro[3,2-c]pyridine-7-carboxamide N1(N=CC=C1)C1=CC=C(CN2C(C3=C(C(=C2)C(=O)N[C@@H]2[C@H](CCC2)O)OC=C3)=O)C=C1